(4-bromophenyl)-3-chloro-8a-hydroxy-8-oxo-6-phenyl-5a,7,8,8a-tetrahydro-6H-cyclopenta[4,5]furo[3,2-b]pyridine-7-carboxylate BrC1=CC=C(C=C1)OC(=O)C1C(C2C(C3=NC=C(C=C3O2)Cl)(C1=O)O)C1=CC=CC=C1